FC(C1=NN(C=C1NC(=O)C=1C=NN2C1N=C(C=C2)N2[C@H]1CO[C@@H](C2)C1)C1CC(C1)CO)F N-[3-(difluoromethyl)-1-[3-(hydroxymethyl)cyclobutyl]pyrazol-4-yl]-5-[(1R,4R)-2-oxa-5-azabicyclo[2.2.1]heptan-5-yl]pyrazolo[1,5-a]pyrimidine-3-carboxamide